BrC1=CC=2C3=C(C=NC2C=C1F)N(C(C31CC(C1)C1=CC(NC=C1)=O)=O)C trans-8'-Bromo-7'-fluoro-3'-methyl-3-(2-oxo-1,2-dihydropyridin-4-yl)spiro[cyclobutane-1,1'-pyrrolo[2,3-c]quinolin]-2'(3'H)-one